4-(pyrrolidin-3-yl)benzoate N1CC(CC1)C1=CC=C(C(=O)[O-])C=C1